1-(4-chlorophenyl)-5-phenylpentan-2,4-dien-1-one ClC1=CC=C(C=C1)C(C=CC=CC1=CC=CC=C1)=O